CC1=C(C(=CC=C1)C)C=1N=CSC1 (E)-4-(2,6-dimethylphenyl)thiazole